C(C=C)N1N(C2=NC(=NC=C2C1=O)NC=1C=C2C=CN(C2=CC1)C1CCN(CC1)C)C1=NC(=CC=C1)C(C)(C)O 2-allyl-1-(6-(2-hydroxyprop-2-yl)pyridin-2-yl)-6-((1-(1-methylpiperidin-4-yl)-1H-indol-5-yl)amino)-1,2-dihydro-3H-pyrazolo[3,4-d]pyrimidine-3-one